C1(CC1)C=1C=C(C=2N(C1)C=C(N2)[C@@H](C)NS(=O)C(C)(C)C)N2C(CCC2)=O N-((R)-1-(6-cyclopropyl-8-(2-oxopyrrolidin-1-yl)imidazo[1,2-a]pyridin-2-yl)ethyl)-2-methylpropane-2-sulfinamide